(R)-3-(3,5-dichloro-4-fluorophenyl)-1-(8-fluoro-6-oxo-1,4,5,6-tetrahydro-2H-pyrano[3,4-c]isoquinolin-1-yl)-1-methylurea ClC=1C=C(C=C(C1F)Cl)NC(N(C)[C@H]1COCC=2NC(C=3C=C(C=CC3C21)F)=O)=O